BrC1=CC=CC(=N1)C12NC(CC2(C1)C)C(=O)N (6-bromopyridin-2-yl)-5-methyl-2-azabicyclo[3.1.0]hexane-3-carboxamide